2,4-dichloro-N-{5-[(5R)-7-chloro-4,4-difluoro-5-hydroxy-5-(hydroxymethyl)-2,3,4,5-tetrahydro-1H-1-benzoazepin-1-carbonyl]pyridin-2-yl}-5-fluorobenzamide ClC1=C(C(=O)NC2=NC=C(C=C2)C(=O)N2CCC([C@@](C3=C2C=CC(=C3)Cl)(CO)O)(F)F)C=C(C(=C1)Cl)F